1-(2-(4-morpholinyl)ethyl)-3-(4-trifluoromethoxyphenyl)urea N1(CCOCC1)CCNC(=O)NC1=CC=C(C=C1)OC(F)(F)F